(1S,2S)-2-{5-[4'-(6-methoxy-pyridazin-3-yl)-6-trifluoromethyl-biphenyl-3-ylmethoxy]-Pyridin-2-yl}-cyclopropanecarboxylic acid COC1=CC=C(N=N1)C1=CC=C(C=C1)C1=CC(=CC=C1C(F)(F)F)COC=1C=CC(=NC1)[C@@H]1[C@H](C1)C(=O)O